methyl 3-((4-(2-fluoro-6-(methylcarbamoyl)pyridin-3-yl)piperazin-1-yl)methyl)bicyclo[1.1.1]pentane-1-carboxylate FC1=NC(=CC=C1N1CCN(CC1)CC12CC(C1)(C2)C(=O)OC)C(NC)=O